2-((difluoro(methylthio)methyl)sulfonyl)pyridine FC(S(=O)(=O)C1=NC=CC=C1)(SC)F